1-[6-[2-amino-4-(2-morpholinoethoxy)anilino]-2-phenoxy-3-pyridinyl]ethanone NC1=C(NC2=CC=C(C(=N2)OC2=CC=CC=C2)C(C)=O)C=CC(=C1)OCCN1CCOCC1